methoxyPhenyltrimethoxysilane COCO[Si](OC)(OC)C1=CC=CC=C1